methyl 4-[4-benzyloxy-2-(2,5-dihydro-1H-pyrrol-3-yl)-1-(4-fluorophenyl)indol-3-yl]benzoate C(C1=CC=CC=C1)OC1=C2C(=C(N(C2=CC=C1)C1=CC=C(C=C1)F)C=1CNCC1)C1=CC=C(C(=O)OC)C=C1